(2S,5R)-N-(2-(2-chlorophenyl)propan-2-yl)-5-(hydroxymethyl)morpholine-2-carboxamide ClC1=C(C=CC=C1)C(C)(C)NC(=O)[C@@H]1CN[C@@H](CO1)CO